N,N-dimethylprop-an-2-amine CN(C(C)C)C